CN1N=CC2=CC(=CC(=C12)OC1=CC=C(C=C1)OCCOC1CCOCC1)C(=O)OC methyl 1-methyl-7-[4-(2-tetrahydropyran-4-yloxyethoxy)phenoxy]indazole-5-carboxylate